4-((5-(4-amino-4-methylpiperidin-1-yl)imidazo[1,2-c]pyrimidin-8-yl)sulfanyl)-3-chloropyridin-2-amine NC1(CCN(CC1)C1=NC=C(C=2N1C=CN2)SC2=C(C(=NC=C2)N)Cl)C